2-(1-(4-bromophenyl)-3-(4-fluorophenyl)-1H-pyrazol-4-yl)-3-(4-nitrophenethyl)oxazolidin-4-one BrC1=CC=C(C=C1)N1N=C(C(=C1)C1OCC(N1CCC1=CC=C(C=C1)[N+](=O)[O-])=O)C1=CC=C(C=C1)F